4-chloro-N-(4-((1,1-dioxidothiomorpholino)methyl)phenyl)benzamide ClC1=CC=C(C(=O)NC2=CC=C(C=C2)CN2CCS(CC2)(=O)=O)C=C1